FC1=CC=C(CCNC(N)=O)C=C1 3-(4-fluorophenethyl)urea